tert-butyl ((1S,3S)-3-hydroxy-2,2-dimethylcyclobutyl)carbamate O[C@@H]1C([C@H](C1)NC(OC(C)(C)C)=O)(C)C